FC=1C=C(COC=2C=C3N(C(N2)=O)CC24N3CC(C2)C4)C=C(C1OC=1C=NC(=NC1)C(F)(F)F)F 3-((3,5-difluoro-4-((2-(trifluoromethyl)pyrimidin-5-yl)oxy)benzyl)oxy)-7,8-dihydro-1H,6H,9H-7,8a-methanopyrrolo[1',2':3,4]imidazo[1,2-c]pyrimidin-1-one